C(C)(C)(C)OC(=O)N1CCC2(CC1)CC1=C(N=C(S1)Cl)C2 2-chloro-4,6-dihydrospiro[cyclopenta[d]thiazole-5,4'-piperidine]-1'-carboxylic acid tert-butyl ester